N-(3-bromo-5-(trifluoromethyl)phenyl)acrylamide BrC=1C=C(C=C(C1)C(F)(F)F)NC(C=C)=O